4-(propane-1-yn-1-yl)-1-(4-(thiazol-2-yl)benzyl)-1H-indazole-7-carboxylic acid C(#CC)C1=C2C=NN(C2=C(C=C1)C(=O)O)CC1=CC=C(C=C1)C=1SC=CN1